1-(6-(4-((3-Chloro-2-fluorophenyl)amino)pyrido[3,2-d]pyrimidin-6-yl)-2,6-diazaspiro[3.4]octan-2-yl)prop-2-en-1-one ClC=1C(=C(C=CC1)NC=1C2=C(N=CN1)C=CC(=N2)N2CC1(CN(C1)C(C=C)=O)CC2)F